tert-butyl (R)-4-(3-(2,4-dioxotetrahydropyrimidin-1(2H)-yl)-5-fluoro-1-methyl-1H-indazol-6-yl)-2-methyl-3,6-dihydropyridine-1(2H)-carboxylate O=C1N(CCC(N1)=O)C1=NN(C2=CC(=C(C=C12)F)C=1C[C@H](N(CC1)C(=O)OC(C)(C)C)C)C